2,2-dimethyl-3-(8-methyl-3-(trifluoromethyl)-[1,2,4]triazolo[4,3-a]pyridin-7-yl)propanoic acid CC(C(=O)O)(CC1=C(C=2N(C=C1)C(=NN2)C(F)(F)F)C)C